C1(CC1)C1=NN(C=N1)C1CC2(CN(C2)C(=O)N2CC3(C2)CN(C3)CC=3NC(=CN3)C(F)(F)F)C1 [6-(3-cyclopropyl-1,2,4-triazol-1-yl)-2-azaspiro[3.3]heptan-2-yl]-[6-[[5-(trifluoromethyl)-1H-imidazol-2-yl]methyl]-2,6-diazaspiro[3.3]heptan-2-yl]methanone